ClC=1C(=NC=C(C1)S(=O)(=O)C)NC1=NNC2=CC(=CC=C12)[C@@H]1C[C@@]12C(NC1=CC=C(C=C21)OC)=O (1R,2S)-2-(3-{[3-chloro-5-(methanesulfonyl)pyridin-2-yl]amino}-1H-indazol-6-yl)-5'-methoxyspiro[cyclopropane-1,3'-indol]-2'(1'H)-one